4-(1-methyltriazol-4-yl)piperidine CN1C=C(N=N1)C2CCNCC2